[(2R,3S,11bR)-9,10-dimethoxy-3-(2-methylpropyl)-1H,2H,3H,4H,6H,7H,11bH-pyrido[2,1-a]isoquinolin-2-yl]methyl 4-methylpiperazine-1-carboxylate CN1CCN(CC1)C(=O)OC[C@@H]1C[C@H]2N(CCC3=CC(=C(C=C23)OC)OC)C[C@H]1CC(C)C